C(C)C=1C=CC=2N(C1CO)C=NC2 (6-ethylimidazo[1,5-a]pyridin-5-yl)methanol